ClC1=CC=C(CNC(=N)N2CC(C=3C4=C(C=CC23)C=CC=C4)C)C=C1 N-(4-Chlorobenzyl)-1-methyl-1,2-dihydro-3H-benzo[e]indole-3-carboximidamide